CN1CCN(CC1)C1=CC=C(C=C1)NC=1N=CC=2C(N(C=3N(C2N1)C=CN3)C3=C(C=CC=C3)C(F)(F)F)=O 2-{[4-(4-methylpiperazin-1-yl)phenyl]amino}-6-[2-(trifluoromethyl)phenyl]imidazo[1,2-a]pyrimido[5,4-e]pyrimidin-5(6H)-one